phenaleno[1,2-b]carbazole C1=CC=C2C=CC=C3C=C4C(=CC5=NC6=CC=CC=C6C5=C4)C1=C32